P(OCCCCCCCC)(OCCCCCCCC)=O n-octyl (n-octyl) phosphonate